F[B-](F)(F)F.C(C)[N+](C)(CC)CCOC N,N-diethyl-2-methoxy-N-methylethylammonium tetrafluoroborate